N-(1-(4-fluoro-2-methylbenzyl)-7-(7-hydroxy-1-methyl-1H-pyrrolo[2,3-c]pyridin-3-yl)-1H-indol-5-yl)methanesulfonamide FC1=CC(=C(CN2C=CC3=CC(=CC(=C23)C2=CN(C3=C(N=CC=C32)O)C)NS(=O)(=O)C)C=C1)C